C1(C2=C(C(O1)=O)C=C1C(C(OC1=O)=O)=C2)=O 3H-benzo[1,2-c:4,5-c']difuran-1,3,5,7-tetraone